O=C1OCCC1P(OCC)(OCC)=O diethyl (2-oxotetrahydrofuran-3-yl)phosphonate